4-(2-Amino-5-(benzyloxycarbonyl)-3-cyano-6-methyl-4H-pyran-4-yl)benzoic Acid NC=1OC(=C(C(C1C#N)C1=CC=C(C(=O)O)C=C1)C(=O)OCC1=CC=CC=C1)C